FC=1C(=C(C=C(C1)F)[C@@H]1C2=C(NC(=C1C(=O)OC)C)COC2=O)[C@@H](C)F Methyl (S)-4-(3,5-difluoro-2-((R)-1-fluoroethyl)phenyl)-2-methyl-5-oxo-1,4,5,7-tetrahydrofuro[3,4-b]pyridine-3-carboxylate